C(C1=CC=CC=C1)(C1=CC=CC=C1)N1CCN(CC1)CCCC=1C=C2CN(C(C2=CC1)=O)C1C(NC(CC1)=O)=O 3-(5-(3-(4-benzhydryl-piperazin-1-yl)propyl)-1-oxoisoindolin-2-yl)piperidine-2,6-dione